2-(1-((trans)-1-(cyclohexylmethyl)-3-fluoropiperidin-4-yl)-1H-pyrazol-4-yl)-N4-(prop-2-yn-1-yl)-5-(trifluoromethyl)pyrimidine-2,4-diamine C1(CCCCC1)CN1C[C@H]([C@@H](CC1)N1N=CC(=C1)C1(NC=C(C(=N1)NCC#C)C(F)(F)F)N)F